5-(benzyloxy)-2-(2,6-dichloro-4-(6-(difluoromethyl)-3,5-dioxo-4,5-dihydro-1,2,4-triazin-2(3H)-yl)phenoxy)pyridine-4-sulfonyl chloride C(C1=CC=CC=C1)OC=1C(=CC(=NC1)OC1=C(C=C(C=C1Cl)N1N=C(C(NC1=O)=O)C(F)F)Cl)S(=O)(=O)Cl